methyl 4-bromo-2-ethyl-6-fluoroindazole-7-carboxylate BrC=1C2=CN(N=C2C(=C(C1)F)C(=O)OC)CC